21-fluoro-9-methyl-13,16-dioxa-4,5,9,24,27,28-hexaazahexacyclo[21.5.2.12,5.06,11.017,22.026,29]hentriaconta-1(28),2(31),3,17(22),18,20,23,25,29-nonaene FC1=CC=CC=2OCCOCC3CN(CCC3N3N=CC(C4=NNC5=CN=C(C12)C=C45)=C3)C